ClC1=CC=C2C(=CNC2=C1F)S(=O)(=O)NC1=NC(=C(C(=N1)OC)OC(F)F)OC 6-chloro-N-[5-(difluoromethoxy)-4,6-dimethoxy-pyrimidin-2-yl]-7-fluoro-1H-indole-3-sulfonic acid amide